9-(1-((2-aminoethyl)(phenyl)amino)ethyl)-7-methyl-2-morpholino-4H-pyrido[1,2-a]pyrimidin-4-one NCCN(C(C)C1=CC(=CN2C1=NC(=CC2=O)N2CCOCC2)C)C2=CC=CC=C2